O(S(=O)(=O)C(F)(F)F)C1CC2N(C3=C(OC2)C(=CC=N3)I)C1 4-iodo-6a,7,8,9-tetrahydro-6H-pyrido[3,2-b]pyrrolo[1,2-d][1,4]oxazin-8-yl triflate